CNC1=CC(=C(OC=2C=C(C=CC2)N2CC(C2)N2CCN(CC2)C(=O)OC(C)(C)C)C=C1)C=1C2=C(C(N(C1)C)=O)NC=C2 tert-butyl 4-[1-[3-[4-(methylamino)-2-(6-methyl-7-oxo-1H-pyrrolo[2,3-c]pyridin-4-yl)phenoxy]phenyl]azetidin-3-yl]piperazine-1-carboxylate